(2S)-2-[9H-fluoren-9-ylmethoxycarbonyl(methyl)amino]heptanoic acid C1=CC=CC=2C3=CC=CC=C3C(C12)COC(=O)N([C@H](C(=O)O)CCCCC)C